7-[1-(2,6-dioxo-3-piperidinyl)-3-methyl-2-oxo-benzoimidazol-4-yl]-5-oxa-2-azaspiro[3.4]octane-2-carboxylic acid tert-butyl ester C(C)(C)(C)OC(=O)N1CC2(C1)OCC(C2)C2=CC=CC=1N(C(N(C12)C)=O)C1C(NC(CC1)=O)=O